C(CNC(=O)C1=CC=CC=C1)(=O)N[C@@H](CCCCN)C(=O)O Hippuryl-Lysine